4,5-dichloro-2-fluoro-benzenethiol ClC1=CC(=C(C=C1Cl)S)F